C(=C)C=1C=CC(=C2C=CC=NC12)N1C[C@@H](C[C@@H](C1)C)NC(O)=O N-[(3R,5S)-1-(8-Vinylquinolin-5-yl)-5-methylpiperidin-3-yl]Carbamic acid